C(C)(C)(C)C1=CC(=NC=C1)C(CC[C@@H]1CNC(C1)(C)C)NC1=CC=CC(=N1)S(=O)(=O)NC(=O)C=1C(=NC2=CC(=CC=C2C1)OCCC(C)(C)C)Cl N-[[6-[[1-(4-tert-butyl-2-pyridyl)-3-[(3S)-5,5-dimethylpyrrolidin-3-yl]propyl]amino]-2-pyridyl]sulfonyl]-2-chloro-7-(3,3-dimethylbutoxy)quinoline-3-carboxamide